C(#N)\C=C\1/C[C@H](N(C1=O)C(=O)OC(C)(C)C)C(=O)OC 1-(tert-butyl) 2-methyl (S,E)-4-(cyanomethylene)-5-oxopyrrolidine-1,2-dicarboxylate